OCCNC(OC1CCC(CC1)C(N(CC12CCC(CC1)(CC2)C2=CC(=C(C=C2)OC)C)C2=NC=CC(=C2)C2=CN=C(S2)C(C)(C)C)=O)=O 4-((4-(2-(tert-Butyl) thiazol-5-yl)pyridin-2-yl)((4-(4-methoxy-3-methylphenyl)bicyclo[2.2.2]octan-1-yl)methyl)carbamoyl)cyclohexyl (2-hydroxyethyl)trans-carbamate